2-(2,6-dioxopiperidin-3-yl)-fluoroisoindoline-1,3-dione O=C1NC(CCC1N1C(C2=CC=CC(=C2C1=O)F)=O)=O